O=C1NC(CC[C@@H]1N1C(C2=CC=C(C=C2C1=O)N1CCN(CC1)CCCOC1=CC=C(CNC2=C3N=CN(C3=NC=N2)C2CC(C2)NC(C2=NC(=CC=C2)C)=O)C=C1)=O)=O N-((1s,3s)-3-(6-((4-(3-(4-(2-(2,6-dioxopiperidin-3-yl)-1,3-dioxoisoindoline-5-yl)piperazin-1-yl)propoxy)benzyl)amino)-9H-purin-9-yl)cyclobutyl)-6-methylpicolinamide